tert-butyl ((1-(3-(6-morpholino-1H-benzo[d]imidazol-2-yl)-1H-indazole-5-carbonyl)piperidin-3-yl)methyl)carbamate O1CCN(CC1)C=1C=CC2=C(NC(=N2)C2=NNC3=CC=C(C=C23)C(=O)N2CC(CCC2)CNC(OC(C)(C)C)=O)C1